C(=O)(O)C(CCCCCC=1C=C(C=CC1)CCCCC1(CC1)C(=O)O)(C)C 1-(4-(3-(6-carboxy-6-methylheptyl)phenyl)butyl)cyclopropane-1-carboxylic acid